C(C)OC=1C=CC(=NC1)C=1N(C(=NN1)C1CC(C1)NC(=O)C1=CC=NC2=CC=CN=C12)C=1SC(=CC1)C N-((1r,3r)-3-(5-(5-ethoxypyridin-2-yl)-4-(5-methylthiophene-2-yl)-4H-1,2,4-triazol-3-yl)cyclobutyl)-1,5-naphthyridine-4-carboxamide